CN1N=CC(=C1C)C1CN(CC2=CC=CC=C12)C(CCCCC1SSCC1)=O 1-[4-(1,5-dimethylpyrazol-4-yl)-3,4-dihydro-1H-isoquinolin-2-yl]-5-(dithiolan-3-yl)pentan-1-one